COC=1C=C(CNC(=O)NCC2=CC=C(C=C2)N(C)C)C=CC1OCCN1CCN(CC1)C1=CC=C(C=C1)OC 1-{3-methoxy-4-{2-[4-(4-methoxyphenyl)piperazin-1-yl]ethoxy}benzyl}-3-(4-dimethylaminobenzyl)urea